CC1CN(CC(C1)C)C1=C(C(=O)OC)C=CC(=C1)[N+](=O)[O-] methyl 2-(3,5-dimethylpiperidin-1-yl)-4-nitrobenzoate